5-[[2-(Ethyl-sulfamoylamino)-3-fluoropyridin-4-yl]methyl]-4-fluoro-2-(2-fluoro-4-iodoanilino)benzamide C(C)N(C1=NC=CC(=C1F)CC=1C(=CC(=C(C(=O)N)C1)NC1=C(C=C(C=C1)I)F)F)S(N)(=O)=O